n-butan CCCC